(S)-2-(2-(2,5-dioxa-8-azaspiro[3.5]non-8-yl)acetamido)-N-((S)-3-(cyclopent-1-en-1-yl)-1-((R)-2-methyloxiran-2-yl)-1-oxopropan-2-yl)-3-(4-methoxyphenyl)propanamide C1OCC12OCCN(C2)CC(=O)N[C@H](C(=O)N[C@H](C(=O)[C@@]2(OC2)C)CC2=CCCC2)CC2=CC=C(C=C2)OC